FC1=C(C2=C(N(C(N2C)=O)COCC[Si](C)(C)C)C=C1)N1CC(C1)CN1CCN(CC1)C(=O)OC(C)(C)C tert-butyl 4-[[1-[5-fluoro-3-methyl-2-oxo-1-(2-trimethylsilylethoxymethyl) benzimidazol-4-yl]azetidin-3-yl]methyl]piperazine-1-carboxylate